(5-bromo-2-chlorophenyl)(2-ethoxy)methane Tert-Butyl-6-[[5-(trifluoromethylsulfanyl)-2-pyridyl]methylene]-2-azaspiro[3.3]heptane-2-carboxylate C(C)(C)(C)OC(=O)N1CC2(C1)CC(C2)=CC2=NC=C(C=C2)SC(F)(F)F.BrC=2C=CC(=C(C2)COCC)Cl